(R)-N-(2-amino-3-(hexylamino)-3-oxopropyl)heptanamide TFA Salt OC(=O)C(F)(F)F.N[C@H](CNC(CCCCCC)=O)C(=O)NCCCCCC